ClC1=C(C=C(C=C1)F)C1(NC(C=2C=3C=NN(C3C=C(C21)NCC2=CC=C(C=C2)OC)CC(F)F)=O)O 6-(2-chloro-5-fluorophenyl)-3-(2,2-difluoroethyl)-6-hydroxy-5-([(4-methoxyphenyl)methyl]amino)-7,8-dihydro-6H-pyrrolo[4,3-e]indazol-8-one